2-((1,2,3-thiadiazol-5-yl)amino)-N-(4-phenylpyridin-3-yl)pyrimidine-4-carboxamide S1N=NC=C1NC1=NC=CC(=N1)C(=O)NC=1C=NC=CC1C1=CC=CC=C1